COC1=C(C(=CC=C1)OC)S(=O)(=O)NNC(=O)C=1C=C(C=C(C1)C)C1=NC=CC(=C1)CNC(OC(C)(C)C)=O tert-butyl ((2-(3-(2-((2,6-dimethoxyphenyl) sulfonyl) hydrazine-1-carbonyl)-5-methylphenyl)pyridin-4-yl)methyl)carbamate